ClC1=CC2=C(CC3=C(N(S2(=O)=O)C)C=CC=C3)C=C1 3-chloro-6-methyl-5,5-dioxo-11H-benzo[c][1,2]benzothiazepin